2-cyclohexylformamidonaphtho[1,2-d]thiazole C1(CCCCC1)C(=O)NC=1SC2=C(N1)C1=CC=CC=C1C=C2